gamma-methacryloxypropyl-tri(trimethylsiloxy)silane C(C(=C)C)(=O)OCCC[Si](O[Si](C)(C)C)(O[Si](C)(C)C)O[Si](C)(C)C